NC1=C(N=CC(=N1)N1CCC2(CC1)[C@@H](CC1=CC=CC=C12)N[S@](=O)C(C)(C)C)SC1=C(C(=NC=C1)N)Cl (R)-N-((R)-1'-(6-amino-5-((2-amino-3-chloropyridin-4-yl)thio)pyrazin-2-yl)-2,3-dihydrospiro[indene-1,4'-piperidin]-2-yl)-2-methylpropane-2-sulfinamide